N-(4-Phenylbutyl)-4-(2-oxa-7-azaspiro[3.5]nonan-7-yl)-1H-benzo[d]imidazole-1-carboxamide C1(=CC=CC=C1)CCCCNC(=O)N1C=NC2=C1C=CC=C2N2CCC1(COC1)CC2